4,7-dimethyl-3-(1-propionyl-5-(p-tolyl)-4,5-dihydro-1H-pyrazol-3-yl)quinolin-2(1H)-one CC1=C(C(NC2=CC(=CC=C12)C)=O)C1=NN(C(C1)C1=CC=C(C=C1)C)C(CC)=O